FC1(C=2N(C[C@@H](CC1)CNC(=O)OC)N=C1C2CN([C@@H](C1)C)C(=O)OC(C)(C)C)F |o1:5| (3R,8S*)-tert-Butyl 11,11-difluoro-8-(((methoxycarbonyl)amino) methyl)-3-methyl-3,4,8,9,10,11-hexahydro-1H-pyrido[4',3':3,4]pyrazolo[1,5-a]azepine-2(7H)-carboxylate